8-(1-(2,2-difluoroethyl)-3-methyl-1H-pyrazolo[3,4-d]pyrimidin-6-yl)-2-(2-(trifluoromethyl)pyrimidin-4-yl)-2,8-diazaspiro[4.5]decan-3-one FC(CN1N=C(C=2C1=NC(=NC2)N2CCC1(CC(N(C1)C1=NC(=NC=C1)C(F)(F)F)=O)CC2)C)F